(2-(6-fluoro-4-methylpyridin-2-yl)-1,6-naphthyridin-7-yl)methanamine FC1=CC(=CC(=N1)C1=NC2=CC(=NC=C2C=C1)CN)C